CC(=C)OCCCOCC1OC1 2-[3-(2-prop-2-enyloxy)propyloxymethyl]oxirane